FC(COC1=CC=2N(N=C1)C(=CN2)C2=C(C=C(C(=N2)N[C@H]2CN(C[C@@H]2F)C(=O)OC(C)(C)C)F)F)F tert-butyl (3S,4S)-3-[[6-[7-(2,2-difluoroethoxy)imidazo[1,2-b]pyridazin-3-yl]-3,5-difluoro-2-pyridyl]amino]-4-fluoro-pyrrolidine-1-carboxylate